C(CCCCCCCCC)(=O)OCCCCCCCC octyl decanate